N,N,N',N'-tetravinylxylylenediamine C(=C)N(CC=1C(=CC=CC1)CN(C=C)C=C)C=C